C1(=CC=CC=C1)C1=NC(=NN1S(=O)(=O)N)S(=O)(=O)N (E)-phenyl-1H-1,2,4-triazole-1,3-disulfonamide